C(N1C(N=C(N=C1C1=C(C=C(C=C1)OCC(COCCCC)O)O)C1=C(C=C(C=C1)C)C)C1=C(C=C(C=C1)C)C)N1C(N=C(N=C1C1=C(C=C(C=C1)OCC(COCCCC)O)O)C1=C(C=C(C=C1)C)C)C1=C(C=C(C=C1)C)C methylenebis{2,4-bis(2,4-dimethylphenyl)-6-[2-hydroxy-4-(3-butyloxy-2-hydroxypropoxy)phenyl]-s-triazine}